N-((6-(thiazol-4-ylmethoxy)-5-(trifluoromethyl)-1H-indol-2-yl)methyl)azetidine-1-carboxamide S1C=NC(=C1)COC1=C(C=C2C=C(NC2=C1)CNC(=O)N1CCC1)C(F)(F)F